FC1=C(C=CC=C1)CC(=O)NC1=CC(=CC=C1)SC1=CC=C2C(=NNC2=C1)C=1C(=NC=CC1)F 2-(2-fluorophenyl)-N-(3-((3-(2-fluoropyridin-3-yl)-1H-indazol-6-yl)thio)phenyl)acetamide